2-Cyclopropyl-6-(2'-methoxy-4'-methyl-3,4,5,6-tetrahydro-2H-[1,3']bipyridinyl-4-yl)-4-(2-trifluoromethyl-benzyl)-2,4,6,7-tetrahydro-pyrazolo[4,3-d]pyrimidin-5-on C1(CC1)N1N=C2C(N(C(N(C2)C2CCN(CC2)C=2C(=NC=CC2C)OC)=O)CC2=C(C=CC=C2)C(F)(F)F)=C1